6-{2-[3,5-difluoro-4-(trifluoromethyl)phenyl]ethyl}-4-hydroxy-2,3-dihydropyridazine-3-one FC=1C=C(C=C(C1C(F)(F)F)F)CCC=1C=C(C(NN1)=O)O